(S)-7-isopropoxy-1-((5-oxopyrrolidin-2-yl)methoxy)-4-(1-(2-(tetrahydro-2H-pyran-4-yl)ethyl)-1H-pyrazol-4-yl)isoquinoline-6-carboxamide C(C)(C)OC1=C(C=C2C(=CN=C(C2=C1)OC[C@H]1NC(CC1)=O)C=1C=NN(C1)CCC1CCOCC1)C(=O)N